[C@@H]1([C@H](O)[C@@H](O)[C@H](O)[C@H](O1)CO)C1=C(S(=O)(=O)N)C=CC(=C1)N β-GlucosylSulfanilamide